(R)-4-isobutyl-8-(5-methylthiazol-2-yl)-3-oxo-N-(1-(2-(trifluoromethyl)pyrimidin-5-yl)ethyl)-3,4-dihydro-2H-benzo[b][1,4]oxazine-6-carboxamide C(C(C)C)N1C2=C(OCC1=O)C(=CC(=C2)C(=O)N[C@H](C)C=2C=NC(=NC2)C(F)(F)F)C=2SC(=CN2)C